FC=1C=C2C(=CNC2=C(C1)CC=C(C)C)CCNC(C)=O N-(2-[5-fluoro-7-(3-methyl-2-butenyl)-1H-indol-3-yl]ethyl)acetamide